rac-4-{[3-(4-{[(3R,4S)-3-fluoro-1-methylpiperidin-4-yl]amino}-1-(2,2,2-trifluoroethyl)-1H-indol-2-yl)prop-2-yn-1-yl]amino}-3-methoxybenzene-1-sulfonamide F[C@@H]1CN(CC[C@@H]1NC1=C2C=C(N(C2=CC=C1)CC(F)(F)F)C#CCNC1=C(C=C(C=C1)S(=O)(=O)N)OC)C |r|